N1=C(C=CC=C1)C(=O)[O-] pyridin-2-carboxylate